CC=1C=C(C=NC1)C(=O)N1CCN(CC1)C1C=2C=CC=CC2C=CC=2C=CC=CC12 (5-methyl-3-pyridyl)-[4-(2-tricyclo[9.4.0.03,8]pentadeca-1(11),3(8),4,6,9,12,14-heptaenyl)piperazin-1-yl]methanone